C(C)OC(=O)C=1N=C2C(=CC(=C3C2=C(C1)C=N3)NC(C(C)C)=O)N 6-Amino-8-isobutyrylaminopyrrolo[4,3,2-de]quinoline-4-carboxylic acid ethyl ester